FC1(CCC(CC1)OC=1C=CC(=C2C=CC=NC12)NC(C=C)=O)F N-[8-{(4,4-Difluorocyclohexyl)oxy}quinolin-5-yl]acrylamide